1,5-dimethyl-2-phenyl-1H-pyrazol-3(2H)-one CN1N(C(C=C1C)=O)C1=CC=CC=C1